Cl.C(C)(=O)OCCC1CNC1 2-(azetidin-3-yl)ethyl acetate hydrochloride